CC(CC)S(=O)(=O)O 2-butanesulfonic acid